lithium yttrium aluminum [Al].[Y].[Li]